C1(CC1)S(=O)(=O)NC1=NN(C=C1)C(C(=O)NC1=NC=C(C=C1)C1=NC(=CN=C1)OCC)(C)C 2-(3-(cyclopropanesulfonamido)-1H-pyrazol-1-yl)-N-(5-(6-ethoxypyrazin-2-yl)pyridin-2-yl)-2-methylpropanamide